N1(CCN2N=CC=C21)C=2N=C(C1=C(N2)CCC1)C1=CC=C(C(=O)N)C=C1 4-(2-(2,3-dihydro-1H-imidazo[1,2-b]pyrazol-1-yl)-6,7-dihydro-5H-cyclopenta[d]pyrimidin-4-yl)benzamide